C([C@H](O)[C@@H](O)C(=O)O)(=O)O L-(+)-Tartaric Acid